C(CN(CCC(=O)O)CC(=O)O)(=O)O β-alanine diacetic acid